(2S)-3-(1H-indole-3-yl)-2-[[2-[1-[(4-methylphenyl)methyl]-5-oxopyrrolidin-2-yl]acetyl]amino]propionic acid N1C=C(C2=CC=CC=C12)C[C@@H](C(=O)O)NC(CC1N(C(CC1)=O)CC1=CC=C(C=C1)C)=O